[Fe].[Ni].[Pb] lead-nickel-iron